ClC=1C(=CC2=C(NC(=N2)OC=2C=CC(=C(C(=O)O)C2)C)C1)C1=CC=C(C=C1)C1=CC=C(C=C1)CNCCOCCO 5-((6-chloro-5-(4'-(((2-(2-hydroxyethoxy)ethyl)amino)methyl)-[1,1'-biphenyl]-4-yl)-1H-benzo[d]imidazol-2-yl)oxy)-2-methylbenzoic acid